CC(C)(C)OC(=O)N1CCN(CC1)C(C2=CN=CC=C2)C(=O)O 2-(4-Boc-piperazinyl)-2-(3-pyridinyl)acetic acid